tert-butyl 4-[(3S)-3-(3-bromo-2-methyl-phenoxy)butyl]piperidine-1-carboxylate BrC=1C(=C(O[C@H](CCC2CCN(CC2)C(=O)OC(C)(C)C)C)C=CC1)C